NCC(O)C12CC(C1)(C2)F 2-amino-1-(3-fluorobicyclo[1.1.1]pentan-1-yl)ethan-1-ol